C[C@@H]1CNCCC1 (3S)-3-methylhexahydropyridine